4-((R)-2-((allyloxy)carbonyl)pyrrolidine-1-yl)-4-oxobutanoic acid C(C=C)OC(=O)[C@@H]1N(CCC1)C(CCC(=O)O)=O